N-[4-[3-(3-Aminopropanoylamino)propylcarbamoyl]-3-chlorophenyl]-5-[4-(difluoromethoxy)-2,3-difluorophenyl]-1-methylimidazol-2-carboxamid NCCC(=O)NCCCNC(=O)C1=C(C=C(C=C1)NC(=O)C=1N(C(=CN1)C1=C(C(=C(C=C1)OC(F)F)F)F)C)Cl